N-(5-iodoquinolin-8-yl)-2-phenethylbut-3-enamide IC1=C2C=CC=NC2=C(C=C1)NC(C(C=C)CCC1=CC=CC=C1)=O